ClC=1C(=C(C=C2C(N(C=NC12)[C@H]1CCOC[C@@H]1O)=O)CC=1C=NC(=CC1)C=1N=NN(C1)C)C 1,5-anhydro-3-(8-chloro-7-methyl-6-((6-(1-methyl-1H-1,2,3-triazol-4-yl)pyridin-3-yl)methyl)-4-oxoquinazolin-3(4H)-yl)-2,3-dideoxy-L-threo-pentitol